BrC(C)C=1C=CC(=NC1)Cl 5-(1-Bromoethyl)-2-chloropyridine